C(C)(=O)NCC(C)C1=CC=C(C=C1)NC1=NC=NC2=CC(=C(C=C12)OC(C)=O)OC 4-[4-(2-acetamido-1-methylethyl)phenylamino]-7-methoxy-6-acetoxyquinazoline